[AsH2](O)=O arsinic acid